CS(=O)(=O)O.CS(=O)(=O)O.FN1C(C=CC=C1)=C1N(C=CC=C1)F N,N'-difluoro-2,2'-bipyridine bismethanesulfonate